2-(((R)-(2-fluorophenyl)((S)-1,2,3,4-tetrahydropyrido[2,3-b]pyrazin-3-yl)methyl)ethyl)benzonitrile FC1=C(C=CC=C1)[C@H]([C@H]1CNC2=C(N1)N=CC=C2)CCC2=C(C#N)C=CC=C2